C(CCCCCCCCC)(=O)OC[C@@H](OC(CCCCCCCCC)=O)COP(=O)(O)OCCN 1,2-Didecanoyl-sn-glycero-3-phosphoethanolamine